[N-](S(=O)(=O)C(F)(F)F)S(=O)(=O)C(F)(F)F.C(C)[N+](C)(CCOC)CC N,N-diethyl-N-(2-methoxyethyl)-N-methyl-ammonium bis(trifluoromethanesulfonyl)imide salt